FC1=C(C=C(C=C1)F)[C@@]([C@@H](C(=O)O)C)(CN1N=CN=C1)O (2s,3s)-3-(2,5-difluorophenyl)-3-hydroxy-2-methyl-4-(1H-1,2,4-triazol-1-yl)butyric acid